BrC1=C(C=NC=C1)[C@H](CCC=C)NC1=CC=C(C=C1)OC (S)-N-(1-(4-bromopyridin-3-yl)pent-4-en-1-yl)-4-methoxyaniline